N-(2-(5-fluoro-1H-pyrrolo[2,3-b]pyridin-3-yl)ethyl)cyclobutanamine FC=1C=C2C(=NC1)NC=C2CCNC2CCC2